C(C)(C)(C)OC(=O)N[C@H]1CSC2=C(N(C1=O)CC1=CC=C(C=C1)C1=NOC(=N1)C(F)(F)F)C=C(C(=C2)F)C(=O)OC methyl (3R)-3-(tert-butoxycarbonylamino)-8-fluoro-4-oxo-5-[[4-[5-(trifluoromethyl)-1,2,4-oxadiazol-3-yl] phenyl] methyl]-2,3-dihydro-1,5-benzothiazepine-7-carboxylate